ClC=1C=NNC1CN1CC2(C[C@H](N3N=C(C=C32)C=3C=NC2=CC=CC=C2C3)C)C1 |r| (rac)-1-[(4-chloro-1H-pyrazol-5-yl)methyl]-6'-methyl-2'-(quinolin-3-yl)-5',6'-dihydrospiro[azetidine-3,4'-pyrrolo[1,2-b]pyrazole]